BrC=1SC(=C(N1)C(=O)OC)C=O Methyl 2-bromo-5-formylthiazole-4-carboxylate